ammonium trifluoromethyl-sulfinate FC(F)(F)S(=O)[O-].[NH4+]